3-(((2-aminoethyl)(ethyl)amino)methyl)-4-bromobenzonitrile NCCN(CC)CC=1C=C(C#N)C=CC1Br